COC1=C2C(C=C(OC2=C(C(=C1OC)OC)OC)C1=CC(=C(C=C1)OC)OC)=O 5,6,7,8,3',4'-hexamethoxyflavone